C(C)N(P(Cl)Cl)CC diethyl-phosphoramidous dichloride